The molecule is a nucleotide-sugar oxoanion resulting from the removal of two protons from the diphosphate group of UDP-beta-L-arabinofuranose. It is a conjugate base of an UDP-beta-L-arabinofuranose. C1=CN(C(=O)NC1=O)[C@H]2[C@@H]([C@@H]([C@H](O2)COP(=O)([O-])OP(=O)([O-])O[C@@H]3[C@@H]([C@H]([C@@H](O3)CO)O)O)O)O